CC=1SC(=CC1S(=O)(=O)Cl)C 2,5-dimethyl-3-thiophenesulfonyl chloride